C12(CC(C1)C2)CN[C@@H]2[C@H](CCCC2)CC=2C=C1CN(C(C1=CC2)=O)C2C(NC(CC2)=O)=O 3-(5-(((1R,2S)-2-((bicyclo[1.1.1]pentan-1-ylmethyl)amino)cyclohexyl)methyl)-1-oxoisoindolin-2-yl)piperidine-2,6-dione